2-[3-(aminomethyl)-2-fluoro-6-(trifluoromethyl)phenyl]-6-(difluoromethyl)pyrimidine NCC=1C(=C(C(=CC1)C(F)(F)F)C1=NC(=CC=N1)C(F)F)F